2-[(6-chloro-4-nitro-1-oxo-1λ5-pyridin-3-yl)oxy]acetic acid methyl ester COC(COC=1C=N(C(=CC1[N+](=O)[O-])Cl)=O)=O